tri(diethylamino)cyclopentadienyl-hafnium C(C)N(CC)[Hf](C1C=CC=C1)(N(CC)CC)N(CC)CC